COC(C1=C(N=C(C=C1)C#CC1CC1)OC)=O.C(C)(C)C1NCSC1 4-isopropyl-thiazolidine methyl-6-(cyclopropylethynyl)-2-methoxynicotinate